FC(C1=CC=C(C=C1)C(=O)N1C[C@H](CC1)CN1[C@@H]([C@H]([C@@H]([C@H](C1)O)O)O)C)(F)F (4-(trifluoromethyl)phenyl)((R)-3-(((2R,3R,4R,5S)-3,4,5-trihydroxy-2-methylpiperidin-1-yl)methyl)pyrrolidin-1-yl)methanone